ClC1=C(C=CC(=C1)C(F)(F)F)C=1C=C2C=NN(C2=CC1C)[C@@H](CC(C)C)C1=CC=C(C(=O)NCCC(=O)O)C=C1 3-[[4-[(1S)-1-[5-[2-chloro-4-(trifluoromethyl)phenyl]-6-methyl-indazol-1-yl]-3-methyl-butyl]benzoyl]amino]propanoic acid